N-(3-(1-oxo-1,2,3,4-tetrahydropyrrolo[1,2-a]pyrazin-7-yl)-1H-pyrrolo[2,3-b]pyridin-5-yl)-2-(piperazin-1-yl)isonicotinamide O=C1C=2N(CCN1)C=C(C2)C2=CNC1=NC=C(C=C12)NC(C1=CC(=NC=C1)N1CCNCC1)=O